4-anilino-4-oxobutanoic acid N(C1=CC=CC=C1)C(CCC(=O)O)=O